(R)-(2-(2-(difluoromethoxy)-7-methylquinoxalin-5-yl)-5-fluoro-7,8-dihydrobenzofuro[5,4-d]thiazol-7-yl)methanol FC(OC1=NC2=CC(=CC(=C2N=C1)C=1SC2=C(N1)C=C(C1=C2C[C@@H](O1)CO)F)C)F